COC(CCCCCCCOCC(COCCCCCCCC\C=C/C\C=C/CCCCC)N(C)C)=O methyl-8-(2-(dimethylamino)-3-((9Z,12Z)-octadeca-9,12-dien-1-yl oxy)propoxy)octanoate